2-((4-amino-1-(tetrahydro-2H-pyran-2-yl)-1H-pyrazolo[3,4-d]pyrimidin-6-yl)oxy)ethane-1-ol NC1=C2C(=NC(=N1)OCCO)N(N=C2)C2OCCCC2